C1C(O1)C(C(C2CO2)O)O 1,2,5,6-Dianhydrogalactitol